NC1=NNC2=C(C=C(C=C12)C1=CC(=NC=C1)NC(=O)N)C#CC(C)(C)C 1-(4-(3-Amino-7-(3,3-dimethylbut-1-yn-1-yl)-1H-indazol-5-yl)pyridin-2-yl)urea